Tert-butyl (2R)-2-[[2-(4,6-dimethylpyrimidin-5-yl)-4-[(1-fluorocyclopropanecarbonyl)amino]phenoxy]methyl]piperidine-1-carboxylate CC1=NC=NC(=C1C1=C(OC[C@@H]2N(CCCC2)C(=O)OC(C)(C)C)C=CC(=C1)NC(=O)C1(CC1)F)C